2-chloro-1,3-bis(2-methoxyethyl)-4,5-dihydro-1H-imidazol-3-ium hexafluorophosphate F[P-](F)(F)(F)(F)F.ClC=1N(CC[N+]1CCOC)CCOC